C(C)(C)(C)N(C(O)=O)C1CCC(CC1)NCC(F)(F)F.C(=O)NCC(=O)O N-formyl-glycine tert-butyl-((1r,4r)-4-((2,2,2-trifluoroethyl)amino)cyclohexyl)carbamate